ON[C@@H](C(C)C)C(=O)O Hydroxyvalin